2-(3-bromophenyl)-7-hydroxy-N-methoxy-N,2,5,5-tetramethyl-heptanamide BrC=1C=C(C=CC1)C(C(=O)N(C)OC)(CCC(CCO)(C)C)C